BrC=1C=CC(C2=C3C=CC=[Si](C3=CC12)Cl)(C)C 8-bromo-1-chloro-5,5-dimethyl-silafluorene